(7-(6-((2R,6S)-2,6-dimethylmorpholino)pyridin-3-yl)-4-(methylamino)furo[3,2-d]pyrimidin-2-yl)methanol C[C@H]1O[C@H](CN(C1)C1=CC=C(C=N1)C1=COC2=C1N=C(N=C2NC)CO)C